S(C1=CC=C(C=C1)S)C1=CC=C(C=C1)S 4,4'-thiodibenzenethiol